NC=1C=CC=C2C(N(C(C12)=O)C1C(NC(CC1)=S=O)=O)=S=O 7-amino-2-(2-oxo-6-sulfinyl-piperidin-3-yl)-3-sulfinyl-2,3-dihydro-1H-isoindol-1-one